(R)-1-(3-((6-((1-(tert-butyl)-1H-pyrazol-4-yl)amino)-1H-pyrazolo[3,4-d]pyrimidin-4-yl)amino)piperidin-1-yl)prop-2-en-1-one C(C)(C)(C)N1N=CC(=C1)NC1=NC(=C2C(=N1)NN=C2)N[C@H]2CN(CCC2)C(C=C)=O